N-(4-{[7-{[2-(diethylamino)ethyl]oxy}-6-(methyloxy)quinazolin-4-yl]oxy}-3-fluorophenyl)-N'-(4-fluorophenyl)cyclobutane-1,1-dicarboxamide C(C)N(CCOC1=C(C=C2C(=NC=NC2=C1)OC1=C(C=C(C=C1)NC(=O)C1(CCC1)C(=O)NC1=CC=C(C=C1)F)F)OC)CC